[Br-].C(C)(=O)O[C@]1([C@@H](O)O[C@@H]([C@]([C@@]1(O)OC(C)=O)(O)OC(C)=O)C(O)OC(C)=O)O 2,3,4,6-tetraacetoxy-α-D-mannopyranose bromide